ClC=1C(=C2C=NNC2=C(C1F)C(NC(=O)[C@H]1[C@H](C1)F)C#N)C=1N=CC=2N(C1)C=C(N2)NC(=O)[C@H]2[C@H](C2)F (1S,2S)-N-((5-chloro-6-fluoro-4-(2-((1S,2S)-2-fluorocyclopropane-1-carboxamido)imidazo[1,2-a]pyrazin-6-yl)-1H-indazol-7-yl)(cyano)methyl)-2-fluorocyclopropane-1-carboxamide